(S)-3-(1-(4'-hydroxy-[1,1'-biphenyl]-4-yl)-2-oxo-1,2-dihydro-3H-imidazo[4,5-b]pyridin-3-yl)pyrrolidine-1-carboxylic acid tert-butyl ester C(C)(C)(C)OC(=O)N1C[C@H](CC1)N1C(N(C=2C1=NC=CC2)C2=CC=C(C=C2)C2=CC=C(C=C2)O)=O